FC1=C(C(=CC=C1)F)N1N=C(C(=C1)NC1=CC=C(C=C1)P(=O)(C)C)C(=O)N 1-(2,6-difluorophenyl)-4-((4-(dimethylphosphoryl)phenyl)amino)-1H-pyrazole-3-carboxamide